tert-butyl (S)-4-((8-((tert-butoxycarbonyl)(1-phenylethyl)amino)-3-isopropylimidazo[1,2-b]pyridazin-6-yl)thio)piperidine-1-carboxylate C(C)(C)(C)OC(=O)N(C=1C=2N(N=C(C1)SC1CCN(CC1)C(=O)OC(C)(C)C)C(=CN2)C(C)C)[C@@H](C)C2=CC=CC=C2